1-methyl-6-[1-(2,2,3,3,3-pentafluoropropyl)-1H-pyrazol-4-yl]-(trifluoromethyl)-1H,5H-[1,2,4]triazolo[4,3-a]pyrimidin-5-one CN1N=C(N2C1=NC=C(C2=O)C=2C=NN(C2)CC(C(F)(F)F)(F)F)C(F)(F)F